C[C@@H]1CN(C[C@@H](N1)C)C=1C=CC=2N(CC=C(N2)C2=CC(=CC=C2)OC)C1 7-[(3R,5S)-3,5-dimethylpiperazin-1-yl]-2-(3-methoxyphenyl)-4H-pyrido[1,2-a]pyrimidin